5-({5-[5-(trifluoromethyl)-1,2-oxazol-3-yl]thiophen-2-yl}sulfonylamino)-1,3-thiazole-4-carboxylic acid FC(C1=CC(=NO1)C1=CC=C(S1)S(=O)(=O)NC1=C(N=CS1)C(=O)O)(F)F